6-amino-2-(4,4-difluorocyclohexyl)pyridazin-3(2H)-one NC=1C=CC(N(N1)C1CCC(CC1)(F)F)=O